N-(3-(2-azido-4,5-difluorophenyl)-1-phenylprop-2-yn-1-yl)methanesulfonamide-1-d N(=[N+]=[N-])C1=C(C=C(C(=C1)F)F)C#CC(C1=CC=CC=C1)NS(=O)(=O)C[2H]